BrC=1C=C(C=CC1Cl)NC=1C2=C(N=CN1)C=NC(=C2)N N4-(3-Bromo-4-chlorophenyl)pyrido[3,4-d]pyrimidine-4,6-diamine